dimethylsilyl-bis(butylindenyl)zirconium diiodide [I-].[I-].C[SiH](C)[Zr+2](C1C(=CC2=CC=CC=C12)CCCC)C1C(=CC2=CC=CC=C12)CCCC